C(CCCCCCC)(=O)OCC(COC(CCCCCCC)=O)CCCCCC(OCCC(OC(OCCCN(C)C)=O)CCCCCCCCCCCC)=O 2-(9-dodecyl-2-methyl-7,13-dioxo-6,8,12-trioxa-2-azaoctadecan-18-yl)propane-1,3-diyl dioctanoate